methyl 4-amino-3-hydroxy-2,2-dimethylbutyrate hydrochloride Cl.NCC(C(C(=O)OC)(C)C)O